1-(4-(2-(4-((1,3-dimethyl-1H-pyrazol-5-yl)amino)but-2-yl)-6-(2-(trifluoromethyl)phenyl)-2H-indazol-3-yl)piperidin-1-yl)prop-2-en-1-one CN1N=C(C=C1NCCC(C)N1N=C2C=C(C=CC2=C1C1CCN(CC1)C(C=C)=O)C1=C(C=CC=C1)C(F)(F)F)C